1,3-oxazol-2(5H)-on O1C(N=CC1)=O